OC=1C=C2OC3=CC(C=CC3=C(C2=CC1)C1=C(C(=O)O)C=CC=C1)=O 2-(6-hydroxy-3-oxo-3H-xanthen-9-yl)benzoic acid